3-amino-4-mercaptobenzoic acid methyl ester COC(C1=CC(=C(C=C1)S)N)=O